ClC1=CC(=C(C(=C1)C)C1=CC2=C(N=N1)N(CCC2(O)C)[C@H]2CN(CCC2)CC)O 3-(4-chloro-2-hydroxy-6-methylphenyl)-8-((R)-1-ethylpiperidin-3-yl)-5-methyl-5,6,7,8-tetrahydropyrido[2,3-c]pyridazin-5-ol